1-(4-(1-isopropyl-4-(trifluoromethyl)-1H-imidazol-2-yl)phenyl)ethan-1-amine C(C)(C)N1C(=NC(=C1)C(F)(F)F)C1=CC=C(C=C1)C(C)N